O[C@@H]1[C@H]([C@H](NC1)CC1=CC=C(C=C1)OC)OC(=O)C1CCC1 (2R,3S,4S)-4-hydroxy-2-[(4-methoxyphenyl)methyl]pyrrolidin-3-ylcyclobutanecarboxylate